Cl.C1(=CC=CC=C1)C1CNCCC2=C1C=C(C(=C2)O)O 1-Phenyl-2,3,4,5-tetrahydro-1H-benzo[d]azepine-7,8-diol hydrochloride